1-(4-(butylthio)-2,5-dimethoxyphenyl)-N-(2-methoxybenzyl)propan-2-amine C(CCC)SC1=CC(=C(C=C1OC)CC(C)NCC1=C(C=CC=C1)OC)OC